ClCCC(=C(C1=CC=C(C=C1)O)C1=CC=C(C=C1)O)C1=CC=CC=C1 4,4'-(4-chloro-2-phenylbut-1-ene-1,1-diyl)diphenol